C(C(C)C)C1=CC=C(OCC2=CNC(O2)=S)C=C1 5-[(4-Isobutylphenoxy)methyl]oxazole-2(3H)-thione